1-(3,5-difluoro-4-methylsulfonyl-phenyl)-3-[(1S)-1-(2-pyrimidin-2-yl-1,2,4-triazol-3-yl)ethyl]urea FC=1C=C(C=C(C1S(=O)(=O)C)F)NC(=O)N[C@@H](C)C=1N(N=CN1)C1=NC=CC=N1